C(CC(=O)[O-])(=O)OCCCCCCCCC(C)C monoisoundecyl malonate